2-[4-(5-aminoisoxazol-3-yl)piperidine-1-carbonyl]-5-(trifluoromethyl)benzonitrile NC1=CC(=NO1)C1CCN(CC1)C(=O)C1=C(C#N)C=C(C=C1)C(F)(F)F